FC(C[C@H](C)N1N=CC(=C1)C=1C=2N(C=C(N1)C=1C=NN(C1)C[C@H](CO)O)N=CC2)(F)F (R)-3-(4-(4-(1-((S)-4,4,4-trifluorobutan-2-yl)-1H-pyrazol-4-yl)pyrazolo[1,5-a]pyrazin-6-yl)-1H-pyrazol-1-yl)propane-1,2-diol